(7-(2-methoxy-4-morpholinophenyl)-4-(methylamino)thieno[3,2-d]pyrimidin-2-yl)methanol COC1=C(C=CC(=C1)N1CCOCC1)C1=CSC2=C1N=C(N=C2NC)CO